CNCCN(CC1=C(N=C(S1)CC)C1=CC=C(C=C1)OC(F)(F)F)C N,N'-dimethyl-N'-(2-ethyl-4-(4-trifluoromethoxyphenyl)thiazol-5-yl-methyl)ethylenediamine